N1(CCCCC1)C(=O)OC=1OC=NN1 1,3,4-oxadiazol-2-yl piperidine-1-carboxylate